C1(=CC=CC=C1)SC1=CC=C(CCO)C=C1 4-phenylmercaptophenethyl alcohol